C(C1=CC=CC=C1)(=O)OCOC(NC12C[C@]3(C[C@](CC(C1)C3)(C2)C)C)=O ((((1R,3R,5S,7R)-3,5-dimethyl adamantan-1-yl) carbamyl) oxy)-methyl benzoate